CN1C(C2=CC=C(C=C2C=C1)CN1N=CC=C1)=O 2-methyl-6-pyrazol-1-ylmethyl-2H-isoquinolin-1-one